4-carbonyl-cyclohexene methyl-(E)-2-(3-(3,4-dihydroxyphenyl)acrylamido)-5-hydroxybenzoate COC(C1=C(C=CC(=C1)O)NC(\C=C\C1=CC(=C(C=C1)O)O)=O)=O.C(=O)=C1CC=CCC1